FC(OC1=CC=C2C(CCOC2=C1)=NNS(=O)(=O)C1=CC=C(C)C=C1)(F)F N'-(7-(trifluoromethoxy)chroman-4-ylidene)-4-toluenesulfonyl-hydrazine